tert-Butyl 6-(aminomethyl)-3-(((tert-butoxycarbonyl)(cyclobutylmethyl)amino)methyl)-1H-indole-1-carboxylate NCC1=CC=C2C(=CN(C2=C1)C(=O)OC(C)(C)C)CN(CC1CCC1)C(=O)OC(C)(C)C